4-((4-bromobenzyl)amino)-7-methoxy-1,8-naphthyridine-3-carboxylic acid ethyl ester C(C)OC(=O)C=1C=NC2=NC(=CC=C2C1NCC1=CC=C(C=C1)Br)OC